COC(=O)C=1NC(=C2CCCCC12)C=C1C(NC2=CC(=CC=C12)Br)=O 3-(6-bromo-2-oxo-1,2-dihydro-indol-3-ylidenemethyl)-4,5,6,7-tetrahydro-2H-isoindole-1-carboxylic acid methyl ester